O=C1NC(CCC1N1C(N(C2=C1C=CC(=C2OS(=O)(=O)F)C2CCN(CC2)C(=O)OC(C)(C)C)C)=O)=O tert-butyl 4-[1-(2,6-dioxo-3-piperidyl)-4-fluorosulfonyloxy-3-methyl-2-oxo-benzimidazol-5-yl]piperidine-1-carboxylate